C(C)(C)(C)N1N=CC(=C1)NC(CC1=C(C=C(C=C1)OC1=CC=NC2=CC=C(C=C12)S(N)(=O)=O)F)=O N-(1-(tert-butyl)-1H-pyrazol-4-yl)-2-(2-fluoro-4-((6-sulfamoylquinolin-4-yl)oxy)phenyl)acetamide